CC1=NOC(=C1C1=CC=C2C=3N(C(COC31)C3=CC=CC=C3)C(N2)=O)C 7-(3,5-Dimethylisoxazol-4-yl)-4-phenyl-4,5-dihydroimidazo[1,5,4-de][1,4]benzoxazin-2(1H)-one